C1(CC1)N1C(N(C2=NC(=NC=C12)C=1C(=NC=CC1)C1CC1)CC1=CC=C(C=C1)C=1N(C=C(N1)C(F)(F)F)C)=O 7-cyclopropyl-2-(2-cyclopropylpyridin-3-yl)-9-(4-(1-methyl-4-(trifluoromethyl)-1H-imidazol-2-yl)benzyl)-7,9-dihydro-8H-purin-8-one